CC1C(C(CCC1)(C1=C(C=CC=C1)O)C1=C(C=CC=C1)O)(C)C (trimethyl-cyclohexylidene)bisphenol